O1CCC[C@]12COC[C@H]2N2N=CC(=C2)C=2C(=C(C=CC2)C2=NN(C1=CN=C(C=C12)NC(=O)C1CC1)C)OC N-(3-(3-(1-((5S,9R)-1,7-dioxaspiro[4.4]nonan-9-yl)-1H-pyrazol-4-yl)-2-methoxyphenyl)-1-methyl-1H-pyrazolo[3,4-c]pyridin-5-yl)cyclopropanecarboxamide